Cl.O=C1NC(CC[C@H]1NC1=CC(=C(C=C1)N1CCC(CC1)(O)CC(=O)O)F)=O 2-[1-[4-[[(3R)-2,6-dioxo-3-piperidinyl]amino]-2-fluoro-phenyl]-4-hydroxy-4-piperidinyl]acetic acid hydrochloride